1-benzyloxycarbonyl-5,6-dihydroxyindoline C(C1=CC=CC=C1)OC(=O)N1CCC2=CC(=C(C=C12)O)O